6-((S)-2-((3aS,5S,6aR)-5-(2,5-difluorophenoxy)-3a-hydroxycyclopenta[c]pyrrol-2(1H)-yl)-1-hydroxyethyl)-3,4-dihydroquinolin-2(1H)-one FC1=C(OC2=C[C@@]3(C(CN(C3)C[C@@H](O)C=3C=C4CCC(NC4=CC3)=O)=C2)O)C=C(C=C1)F